ClC(CCCCCCCCCCC)[N+](CCO)(C)C chlorodimethylhydroxyethyl-dodecyl-ammonium